N1C(CCC1)O pyrrolidine-2-ol